2-(6-(2-(2-fluoro-5-(trifluoromethoxy)benzyl)-2H-tetrazol-5-yl)pyridin-2-yl)-2-hydroxy-N,N-bis(4-methoxybenzyl)propane-1-sulfonamide FC1=C(CN2N=C(N=N2)C2=CC=CC(=N2)C(CS(=O)(=O)N(CC2=CC=C(C=C2)OC)CC2=CC=C(C=C2)OC)(C)O)C=C(C=C1)OC(F)(F)F